C1(CC1)C1(CC(=NC(=C1)CC1=CC(=CC=C1)OCC(C)O)C(=O)NC)C(=O)N 4-cyclopropyl-6-(3-(2-hydroxypropoxy)benzyl)-N2-methylpyridine-2,4-dicarboxamide